OC(C(C(=O)O)(C)C)CC 3-HYDROXY-2,2-DIMETHYLPENTANOIC ACID